C(C)(C)(C)P(C1=C(C=CC=C1)OC)C(C)(C)C di(tert-butyl)(2-methoxyphenyl)phosphine